CC=1C2=C(NC1)C1=CC=CC=C1C2 3-methyl-1,4-dihydroindeno[1,2-b]pyrrole